O[C@H]1[C@H](OC[C@@H]([C@H]1O)NC1=NC(=CN=C1)C(F)(F)F)CC(=O)N 2-((2R,3R,4R,5S)-3,4-dihydroxy-5-((6-(trifluoromethyl)pyrazin-2-yl)amino)tetrahydro-2H-pyran-2-yl)acetamide